rac-N-((1R,3R)-3-Methoxycyclopentyl)-6-(2-methoxypyridin-4-yl)-2-(1-methyl-1H-imidazol-2-yl)-5-phenylthieno[2,3-d]pyrimidin-4-amine CO[C@H]1C[C@@H](CC1)NC=1C2=C(N=C(N1)C=1N(C=CN1)C)SC(=C2C2=CC=CC=C2)C2=CC(=NC=C2)OC |r|